CC(CC1=CC=C(C=C1)[NH2+]C1=CC=C(C=C1)C)C 4-(2-methylpropyl)phenyl-p-tolylammonium